NC(C(C=1C=NC=CC1)NC(=O)[C@@H]1[C@H]2C([C@H]2CN1C(=O)C=1NC2=C(C=CC=C2C1)F)(C)C)=O (1R,2S,5S)-N-[2-amino-2-oxo-1-(3-pyridyl)ethyl]-3-(7-fluoro-1H-indole-2-carbonyl)-6,6-dimethyl-3-azabicyclo[3.1.0]hexane-2-carboxamide